N-(4-(((R)-3-((S)-2,5-dihydrofuran-2-yl)-3-phenethyl-pyrrolidin-1-yl)methyl)phenyl)acetamide O1[C@@H](C=CC1)[C@]1(CN(CC1)CC1=CC=C(C=C1)NC(C)=O)CCC1=CC=CC=C1